FC(C(=O)O)(F)F.CC=1C=C(C=CC1C)C1CC(C1)NC 3-(3,4-Dimethylphenyl)-N-methylcyclobutan-1-amine trifluoroacetate salt